C12COCC(N1C=1SC3=C(N1)C=CC(=C3C(=O)NC=3C=NC(=CC3C(NC31CC(C3)(C1)C)=O)OC)OC)C2 2-(3-Oxa-6-azabicyclo[3.1.1]heptan-6-yl)-6-methoxy-N-(6-methoxy-4-((3-methylbicyclo[1.1.1]pentan-1-yl)carbamoyl)pyridin-3-yl)benzo[d]thiazole-7-carboxamide